ClC=1N=C(SC1C=O)C1=CC=CC=C1 4-CHLORO-2-PHENYLTHIAZOLE-5-CARBALDEHYDE